4-methyloxyphenol COC1=CC=C(C=C1)O